C(C)(C)(C)C1=CC=C(C=C1)C(CCNC(OC(C)(C)C)=O)O tert-butyl N-[3-(4-tert-butylphenyl)-3-hydroxy-propyl]carbamate